1-[5-(3-chloro-4-fluoropropyl-phenyl)indan-1-yl]-3-methyl-azetidin ClC=1C=C(C=CC1CCCF)C=1C=C2CCC(C2=CC1)N1CC(C1)C